4-(3-methyl-oxiran-2-yl)-1-butanol CC1C(O1)CCCCO